tert-butyl N-[3-cyclopropyl-5-[(2-fluoro-2-methyl-propyl)sulfamoyl]-7,8,9,10-tetrahydrobenzo[h]isoquinolin-7-yl]carbamate C1(CC1)C=1N=CC2=C3C(=CC(=C2C1)S(NCC(C)(C)F)(=O)=O)C(CCC3)NC(OC(C)(C)C)=O